(3R,4R)-1-cyclohexyl-4-{[5-(2,4-difluoro-phenyl)-isoxazole-3-carbonyl]-amino}-piperidine-3-carboxylic acid tert-butylamide C(C)(C)(C)NC(=O)[C@@H]1CN(CC[C@H]1NC(=O)C1=NOC(=C1)C1=C(C=C(C=C1)F)F)C1CCCCC1